3-(2-(5-(3-bromobenzylidene)-3-(4-n-butylphenyl)-4-oxothiazolidin-2-ylidene)hydrazono)-5-fluoro-1H-indol-2-one BrC=1C=C(C=C2C(N(C(S2)=NN=C2C(NC3=CC=C(C=C23)F)=O)C2=CC=C(C=C2)CCCC)=O)C=CC1